NC1=NC=C(C=N1)C=1N=C(C=2N(C1)C=C(N2)CNC(C)=O)N2CCOCC2 N-((6-(2-aminopyrimidin-5-yl)-8-morpholinoimidazo[1,2-a]pyrazin-2-yl)methyl)acetamide